[Pt].ClC1=C(CCC=CCC1)Cl Dichloro(1,5-cyclooctadiene) platinum